3-(2-bromo-5-chloro-pyrimidin-4-yl)-6-cyclopropyl-7-methoxy-imidazo[1,2-b]pyridazine BrC1=NC=C(C(=N1)C1=CN=C2N1N=C(C(=C2)OC)C2CC2)Cl